ClC1=CC=C(C=C1)C(O)C1=CC=CC=C1 1-(4-chlorophenyl)-1-phenylmethanol